N-[[3-([[3-amino-6-(2-hydroxyphenyl)pyridazin-4-yl]oxy]methyl)bicyclo[1.1.1]pentan-1-yl]methyl]acetamide NC=1N=NC(=CC1OCC12CC(C1)(C2)CNC(C)=O)C2=C(C=CC=C2)O